1-(1-ethoxy-3-methylbutan-2-yl)-1H-pyrazol C(C)OCC(C(C)C)N1N=CC=C1